N1=CN=CC2=C1C(=CS2)C(=O)N Thieno[3,2-d]pyrimidine-7-carboxamide